ClC=1C=C(C(N(C1)CC1=CC(=CC=C1)I)=O)C 5-chloro-1-(3-iodobenzyl)-3-methylpyridin-2(1H)-one